N-[[4-[5-(difluoromethyl)-1,3,4-oxadiazol-2-yl]-2-fluoro-phenyl]methyl]-N-(2,5-difluorophenyl)thiomorpholin-4-sulfonamide FC(C1=NN=C(O1)C1=CC(=C(C=C1)CN(S(=O)(=O)N1CCSCC1)C1=C(C=CC(=C1)F)F)F)F